morpholinyl (1,2,3-thiadiazole-4-yl) ketone S1N=NC(=C1)C(=O)N1CCOCC1